Tert-butyl (2-(3-((tert-butoxycarbonyl)oxy)naphthalen-2-yl)ethyl)carbamate C(C)(C)(C)OC(=O)OC=1C(=CC2=CC=CC=C2C1)CCNC(OC(C)(C)C)=O